(E)-2-Methoxy-4-(prop-1-en-1-yl)phenyl-4-methoxybenzoat COC1=C(C=CC(=C1)\C=C\C)OC(C1=CC=C(C=C1)OC)=O